FC1(OC2=C(O1)C=CC(=C2)C2(CC2)C(=O)NC2=CC=C(C(=N2)C=2C=C(C(=O)NCCCCC(=O)O)C=CC2)C)F 5-(3-(6-(1-(2,2-difluorobenzo[d][1,3]dioxol-5-yl)cyclopropane-1-carboxamido)-3-methylpyridin-2-yl)benzamido)pentanoic acid